2-(6-(fluoro-1H-indazol-3-yl)phenyl)propionamide FN1N=C(C2=CC=CC=C12)C1=CC=CC=C1C(C(=O)N)C